CNCC(C1=CC=CC=C1)O α-(Methylaminomethyl)benzyl alcohol